N1=C(C=CC=C1)SSC1=CC=C(C=C1)COC(N)=O Carbamic acid [4-(2-pyridyldithio) phenyl]Methyl ester